O[C@@H]1C[C@@H]2CC[C@H]3[C@@H]4CC[C@@H]([C@@]4(C)CC[C@@H]3[C@]2(CC1)C)OCC(=O)[O-] 2-(3β-Hydroxy-5α-androstan-17β-yloxy)-acetate